C(C)S(=O)(=O)C1=CC=C(C=C1)[C@H](CC(=O)OC)NC(C1=CC=C(C=C1)N1[C@@H](C[C@@H](C1)OC1=CC=C(C=C1)C(F)(F)F)COC(F)(F)F)=O methyl (S)-3-(4-(ethylsulfonyl)phenyl)-3-(4-((2S,4S)-2-((trifluoromethoxy) methyl)-4-(4-(trifluoromethyl)phenoxy)pyrrolidin-1-yl)benzamido)propionate